S[Si](OC)(OC)OC mercapto-trimethoxy-silane